(R)-1-(2-bromothiazol-5-yl)ethanamine BrC=1SC(=CN1)[C@@H](C)N